(S)-N-(3-(ethylamino)-3-oxo-1-phenylpropyl)-2,2-dimethylbutanamide C(C)NC(C[C@@H](C1=CC=CC=C1)NC(C(CC)(C)C)=O)=O